2'-(2-(1,4-diazepin-1-yl)pyrimidin-5-yl)-6',8'-dihydrospiro[chromane-4,9'-pyrido[3',2':4,5]imidazo[2,1-c][1,4]oxazine] N1(C=CN=CC=C1)C1=NC=C(C=N1)C=1C=CC=2N=C3COCC4(N3C2N1)CCOC1=CC=CC=C14